OCC(C(=O)O)(CC)CO 2,2-dihydroxymethylbutanoic acid